3-(cis-3-(2-(4-(2,3-dichlorophenyl)piperazin-1-yl)ethyl)cyclobutyl)-1,1-dimethylurea ClC1=C(C=CC=C1Cl)N1CCN(CC1)CC[C@H]1C[C@H](C1)NC(N(C)C)=O